NC1=C(N=CC2=C(C=CC=C12)C1=CN=NC=C1F)C(=O)NCCC 4-amino-8-(5-fluoropyridazin-4-yl)-N-propylisoquinoline-3-carboxamide